N1=C(C=CC=C1)C(C)=O 1-(2-pyridinyl)-1-ethanone